COC(=O)C1=NN(C(=C1F)Br)CC1=CC=CC=C1.[Cl-].OCC[P+](CCO)(CCO)CCO P,P,P,P-Tetrakis(2-hydroxyethyl)phosphonium chlorid methyl-1-benzyl-5-bromo-4-fluoro-1H-pyrazole-3-carboxylate